C(#N)COC1=C(C(=C(C=C1)C1=CN=C(N1C)C(=O)NC1=CC(=C(C(=O)N2CCC(CC2)C(=O)O)C=C1)C)F)F 1-(4-(5-(4-(cyanomethoxy)-2,3-difluorophenyl)-1-methyl-1H-imidazole-2-carboxamido)-2-methylbenzoyl)piperidine-4-carboxylic acid